ClC1=CC(=CC2=C1N=C(S2)NC(=O)C=2SC(=CC2)[N+](=O)[O-])Cl N-(4,6-dichlorobenzo[d]thiazol-2-yl)-5-nitrothiophene-2-carboxamide